ClC1=C(C=CC=C1OC1CC1)C=1C=C2C=NN(C(C2=CC1)=O)C1=NC=CC=N1 6-(2-chloro-3-cyclopropoxyphenyl)-2-(pyrimidin-2-yl)phthalazin-1(2H)-one